ortho-xylylenediethoxide C=1(C(=CC=CC1)CC([O-])C)CC([O-])C